(2R)-2-(3,5-dimethoxyphenyl)-2-methoxy-N-[5-[[(3R)-1-(1,2,4-triazin-3-yl)pyrrolidin-3-yl]amino]-1,3,4-thiadiazol-2-yl]acetamide COC=1C=C(C=C(C1)OC)[C@H](C(=O)NC=1SC(=NN1)N[C@H]1CN(CC1)C=1N=NC=CN1)OC